C(C)(C)(C)OC(=O)NC(C(=O)O)C(C)C 2-(tert-butoxycarbonylamino)-3-methylbutyric acid